C1(=C(C(=C(C(=C1[2H])[2H])[2H])[2H])[2H])CS(=O)(=O)OC1=C(O[C@@](C1=O)([2H])C1=CC=C(C=C1)C(F)(F)F)N (S)-2-amino-4-oxo-5-(4-(trifluoromethyl)phenyl)-4,5-dihydrofuran-3-yl-5-d (phenyl-d5)methanesulfonate